3-[3-fluoro-5-[3-(piperidine-1-carbonyl)pyrazolo[1,5-a]pyridin-7-yl]2-pyridyl]-4H-1,2,4-oxadiazol-5-one FC=1C(=NC=C(C1)C1=CC=CC=2N1N=CC2C(=O)N2CCCCC2)C2=NOC(N2)=O